NC1=C(C=CC=C1)NC(CCN1N=C(C=2C(C1=O)=NN(C2C)C2=CC=C(C=C2)C)C)=O N-(2-aminophenyl)-3-(3,4-dimethyl-7-oxo-2-(p-tolyl)-2,7-dihydro-6H-pyrazolo[3,4-d]pyridazin-6-yl)propanamide